2-(4-cyclopropyl-6-methoxy-pyrimidin-5-yl)-4-[[4-[1-methyl-4-(trifluoromethyl)imidazol-2-yl]phenyl]methoxy]-5-(trideuteriomethoxy)pyrimidine C1(CC1)C1=NC=NC(=C1C1=NC=C(C(=N1)OCC1=CC=C(C=C1)C=1N(C=C(N1)C(F)(F)F)C)OC([2H])([2H])[2H])OC